N1(CCNCCC1)C1=CC=C(C(=N1)CC)NC1=NC=C(C(=N1)C1=CC=2S(CCOCC2S1)(=O)=O)C(F)(F)F 7-(2-((6-(1,4-diazepan-1-yl)-2-ethylpyridin-3-yl)amino)-5-(trifluoromethyl)pyrimidin-4-yl)-2,3-dihydro-5H-thieno[3,2-e][1,4]oxathiepine 1,1-dioxide